2-[(5-bromopyrimidin-2-yl)methoxy]ethyl 4-methylbenzenesulfonate CC1=CC=C(C=C1)S(=O)(=O)OCCOCC1=NC=C(C=N1)Br